N6-cyclopropyl-5-fluoro-N4-[[4-(methylsulfonylmethyl)tetrahydropyran-4-yl]methyl]-N6-[[4-(trifluoromethyl)phenyl]methyl]pyrimidine-4,6-diamine C1(CC1)N(C1=C(C(=NC=N1)NCC1(CCOCC1)CS(=O)(=O)C)F)CC1=CC=C(C=C1)C(F)(F)F